tetrabenzyl ((5S,57S)-6,22,40,56-tetraoxo 11,14,17,25,28,31,34,37,45,48,51-undecaoxa-7,21,41,55-tetraazahenhexacontane-1,5,57,61-tetrayl)tetracarbamate O=C([C@H](CCCCNC(OCC1=CC=CC=C1)=O)NC(OCC1=CC=CC=C1)=O)NCCCOCCOCCOCCCNC(CCOCCOCCOCCOCCOCCC(NCCCOCCOCCOCCCNC([C@H](CCCCNC(OCC1=CC=CC=C1)=O)NC(OCC1=CC=CC=C1)=O)=O)=O)=O